2-(4-nitrophenyl)ethylamine hydrochloride Cl.[N+](=O)([O-])C1=CC=C(C=C1)CCN